CNC(NCCC[C@H](N)C(=O)O)=N N''-methylarginine